4-methoxy-7-(6-(methyl(2,2,6,6-tetramethylpiperidin-4-yl)amino)pyridazin-3-yl)quinolin-6-ol formate salt C(=O)O.COC1=CC=NC2=CC(=C(C=C12)O)C=1N=NC(=CC1)N(C1CC(NC(C1)(C)C)(C)C)C